Cl.Cl.C(CCCCCCCCCN1C=CC(C=C1)=NCCCCCCCC)N1C=CC(C=C1)=NCCCCCCCC (1,10-decanediyl-di-1-pyridinyl-4-ylidene)bis(1-octylamine) dihydrochloride